C1(=CC=CC2=CC=CC=C12)C=1C=C2C=3C=CC=CC3C=CC2=C2C=CC=CC12 6-(naphthalen-1-yl)chrysene